5-methoxy-2-(2-methoxyphenyl)-8,8-dimethyl-4H,8H-pyrano[2,3-f]chromen-4-one COC1=C2C(=C3C=CC(OC3=C1)(C)C)OC(=CC2=O)C2=C(C=CC=C2)OC